CN(C(OCC1=CC=CC=C1)=O)C1CCC2=C(C(=CS2)C2=CC=CC=C2)C1 benzyl N-methyl-N-(3-phenyl-4,5,6,7-tetrahydrobenzothiophen-5-yl)carbamate